[NH4+].C(CCCCCCCCCCC)C(O)CN dodecyl-ethanolamine ammonium